ClC1=NC=C2NC(N(C2=N1)C1COCC1)=O 2-chloro-9-(tetrahydrofuran-3-yl)-7,9-dihydro-8H-purin-8-one